N-(4-(ethylsulfonyl)benzyl)-1-(piperidin-4-ylmethyl)-2-(trifluoromethyl)-1H-benzo[d]Imidazole-5-carboxamide TFA salt OC(=O)C(F)(F)F.C(C)S(=O)(=O)C1=CC=C(CNC(=O)C2=CC3=C(N(C(=N3)C(F)(F)F)CC3CCNCC3)C=C2)C=C1